silane compound with ethanol C(C)O.[SiH4]